(13aR)-2,3,9,10-tetramethoxy-5,6,7,8,13,13a-hexahydroisoquinolino[3,2-a]isoquinoline sulfate S(=O)(=O)(O)O.COC=1C(=CC=2CCN3[C@@H](C2C1)CC=1C=CC(=C(C1C3)OC)OC)OC